ethyl (S)-3-(4-(2-(5-((4,6-difluoro-1H-indol-5-yl)oxy)-2-fluorophenyl)-1H-imidazol-4-yl)-4-methylchroman-8-yl)propanoate FC1=C2C=CNC2=CC(=C1OC=1C=CC(=C(C1)C=1NC=C(N1)[C@]1(CCOC2=C(C=CC=C12)CCC(=O)OCC)C)F)F